CN1C(=CC=2C(=NC(=CC21)C2=CC=C(CN1[C@@H]3CN([C@H](C1)CC3)CCC(C)(O)C)C=C2)C)C2=CC=C(C=C2)S(=O)(=O)C 4-((1S,4S)-5-(4-(1,4-dimethyl-2-(4-(methylsulfonyl)phenyl)-1H-pyrrolo[3,2-c]pyridin-6-yl)benzyl)-2,5-diazabicyclo[2.2.2]octan-2-yl)-2-methylbutan-2-ol